tert-butyl (E)-((3-((tert-butoxycarbonyl)amino)prop-1-en-1-yl)sulfonyl)carbamate C(C)(C)(C)OC(=O)NC/C=C/S(=O)(=O)NC(OC(C)(C)C)=O